COC1OC=2C=CC(=CC2C=2N(N=C(C21)C(=O)O)C2=CSC=C2)S(=O)(=O)C(C)C Methoxy-8-(propane-2-sulfonyl)-1-thiophen-3-yl-1,4-dihydro-chromeno[4,3-c]pyrazole-3-carboxylic acid